(S)-l-1-(4-chlorothiophen-2-yl)-8-((3S,5R)-3,5-dimethylpiperazin-1-yl)-3-methoxy-10-(trifluoromethyl)-3,4-dihydro-2H,6H-[1,4]thiazepino[2,3,4-ij]quinazolin-6-one ClC=1C=C(SC1)S1C[C@H](CN2C(N=C(C3=CC(=CC1=C23)C(F)(F)F)N2C[C@@H](N[C@@H](C2)C)C)=O)OC